3-glycidoxypropyl-methyldiethoxysilane 2-(2-ethoxyethoxy)ethyl-acrylate C(C)OCCOCCOC(C=C)=O.C(C1CO1)OCCC[Si](OCC)(OCC)C